BrC=1C=2N(C=NC1C=1C=NN(C1)C(C)OCC)N=C(N2)N[C@@H]2[C@@H](CN(CC2)S(=O)(=O)C)C 8-Bromo-7-(1-(1-ethoxyethyl)-1H-pyrazol-4-yl)-N-((3R,4s)-3-methyl-1-(methylsulfonyl)piperidin-4-yl)-[1,2,4]triazolo[1,5-c]pyrimidin-2-amine